C(CCCCC(CCCC)C(=O)O)C(=O)O.CNC Dimethylamine 1,6-decanedicarboxylate